bisNeopentyl glycol borate B(O)(O)O.OCC(C)(CO)C.OCC(C)(CO)C